3-((benzyloxy)methyl)-1-(5-bromopyridin-3-yl)cyclobutane-1-carboxylic acid C(C1=CC=CC=C1)OCC1CC(C1)(C(=O)O)C=1C=NC=C(C1)Br